C(CCCC)(=O)O[C@@H](C=O)[C@@H](OC(CCCC)=O)[C@H](OC(CCCC)=O)[C@H](OC(CCCC)=O)COC(CCCC)=O glucose pentavalerate